(1-(1-(tert-butoxycarbonyl)azetidin-3-yl)-1H-pyrazol-4-yl)-5-(2,3-dihydro-1H-inden-4-yl)-6-methoxy-1H-pyrazolo[4,3-b]pyridine-1-carboxylic acid tert-butyl ester C(C)(C)(C)OC(=O)N1N=C(C2=NC(=C(C=C21)OC)C2=C1CCCC1=CC=C2)C=2C=NN(C2)C2CN(C2)C(=O)OC(C)(C)C